8-phenylnaphthalen-1-olate C1(=CC=CC=C1)C=1C=CC=C2C=CC=C(C12)[O-]